BrC1=CC=C(C2=C1CCO2)Cl 4-bromo-7-chloro-2,3-dihydrobenzofuran